FC1=C(C(=CC(=C1)F)F)C1=C2NC(=C1)C=C1C=CC(=N1)C=C1C=CC(N1)=CC=1C=CC(N1)=C2 (2,4,6-trifluorophenyl)porphyrin